COC1=C(C(=C(C=C1OC)C(C(C)C)O)[N+](=O)[O-])[N+](=O)[O-] 1-(4,5-dimethoxy-2,3-dinitrophenyl)-2-methylpropan-1-ol